(S)-cyclopentyl 8-(2-amino-6-((R)-1-(4-chloro-2-(3-methyl-1H-pyrazol-1-yl)phenyl)-2,2,2-trifluoroethoxy)pyrimidin-4-yl)-2,8-diazaspiro[4.5]decane-3-carboxylate NC1=NC(=CC(=N1)N1CCC2(C[C@H](NC2)C(=O)OC2CCCC2)CC1)O[C@@H](C(F)(F)F)C1=C(C=C(C=C1)Cl)N1N=C(C=C1)C